[I-].C(CCC)[NH3+].[Sn] tin n-butyl-ammonium iodide